methyldimethoxy(methylamino)silane C[Si](NC)(OC)OC